3,4,5,6-Tetrahydro-2,6-naphthyridine-2(1H)-carboxylic acid tert-butyl ester C(C)(C)(C)OC(=O)N1CC=2C=CNCC2CC1